Glycidylacrylat C(C1CO1)OC(C=C)=O